maleic acid mono[2-(2-methoxyethoxy) ethyl] ester COCCOCCOC(\C=C/C(=O)O)=O